(4-(6-((1-(2-fluoro-4-(isoxazol-3-yl)benzyl)-4-hydroxypiperidin-4-yl)methyl)-2-methyl-7-oxo-6,7-dihydro-2H-pyrazolo[4,3-d]pyrimidin-3-yl)benzyl)carbamic acid tert-butyl ester C(C)(C)(C)OC(NCC1=CC=C(C=C1)C=1N(N=C2C1N=CN(C2=O)CC2(CCN(CC2)CC2=C(C=C(C=C2)C2=NOC=C2)F)O)C)=O